O1C(CCC1)CNC(=O)C=1N=NN(C1)CCCCN1N=NC(=C1)C(NCC=1C=NC=C(C1)C(F)(F)F)=O N-(oxolan-2-ylmethyl)-1-{4-[4-({[5-(trifluoromethyl)pyridin-3-yl]methyl}carbamoyl)-1H-1,2,3-triazol-1-yl]butyl}-1H-1,2,3-triazole-4-carboxamide